2-((3-((1,3-bis(oleoyloxy)-2-((oleoyloxy)methyl)propan-2-yl)amino)-3-oxopropyl)(methyl)ammonio)acetate C(CCCCCCC\C=C/CCCCCCCC)(=O)OCC(COC(CCCCCCC\C=C/CCCCCCCC)=O)(COC(CCCCCCC\C=C/CCCCCCCC)=O)NC(CC[NH+](CC(=O)[O-])C)=O